(3R)-3-methyl-4-[3-(3-methyl-1-{[2-(trimethylsilyl)ethoxy]methyl}-1H-pyrazol-5-yl)-7-(2H-1,2,3-triazol-4-yl)-[1,2]thiazolo[4,5-b]pyridin-5-yl]morpholine C[C@H]1N(CCOC1)C1=CC(=C2C(=N1)C(=NS2)C2=CC(=NN2COCC[Si](C)(C)C)C)C2=NNN=C2